[Si](C)(C)(C(C)(C)C)O[C@@H]([C@H](CC(=O)O)OC1CCCC1)C1=CC(=C(C=C1)C)OC (3S,4R)-4-[tert-butyl(dimethyl)silyl]oxy-3-(cyclopentoxy)-4-(3-methoxy-4-methyl-phenyl)butanoic acid